4-(2-methoxypyridin-3-yl)-9-methyl-3,4,7,15-tetraazatricyclo[12.3.1.02,6]Octadecan-1(18),2,5,14,16-pentaen-8-one trifluoroacetate salt FC(C(=O)O)(F)F.COC1=NC=CC=C1N1N=C2C=3C=CN=C(CCCCC(C(NC2=C1)=O)C)C3